(S)-4-nitro-3-(oxetan-2-ylmethylamino)benzonitrile [N+](=O)([O-])C1=C(C=C(C#N)C=C1)NC[C@H]1OCC1